C(CSSCC(=O)OCC(CS)S)(=O)OCC(CS)S bis(2,3-dimercaptopropyl) dithiodiacetate